tertbutyl carbonate C(OC(C)(C)C)([O-])=O